[5-cyclopropyl-3-(2,6-dichlorophenyl)-1,2-oxazol-4-yl]methoxyl-2-[2-fluoro-4-(2H-1,2,3,4-tetrazol-5-yl)phenyl]-2-azabicyclo[2.2.1]heptane C1(CC1)C1=C(C(=NO1)C1=C(C=CC=C1Cl)Cl)COC12N(CC(CC1)C2)C2=C(C=C(C=C2)C=2N=NNN2)F